C(C)(=O)NC1=C(C=C(C=C1I)I)I N-acetyl-2,4,6-triiodoaniline